(1R,2S)-N-((S)-2-(dimethylamino)-3-(4-hydroxy-2-methylphenyl)propyl)-2-methyl-2-phenylcyclopropane-1-carboxamide CN([C@H](CNC(=O)[C@H]1[C@](C1)(C1=CC=CC=C1)C)CC1=C(C=C(C=C1)O)C)C